N1N=CC(=C1)C1=CC=C(C=C1)C=1C=NNC1 1,4-bis(1H-pyrazol-4-yl)benzene